OC(CNC1=CC2=CC=CC=[N+]2C=C1)CO 2-(2,3-dihydroxy-1-propylamino)-quinolizinium